methyl 2-[2-cyclopropyl-3-(3-methyl-1,2-oxazol-5-yl)phenyl]acetate C1(CC1)C1=C(C=CC=C1C1=CC(=NO1)C)CC(=O)OC